tert-butyl N-[(1R)-1-deuterio-2-(4-formylcyclohexoxy)-1-methyl-ethyl]carbamate [2H][C@](COC1CCC(CC1)C=O)(C)NC(OC(C)(C)C)=O